Methyl (4S)-6-(4-(tert-butyl)phenyl)-4-((tert-butyldimethylsilyl)oxy)-6-((R)-tert-butylsulfinyl)-5-(((S)-tert-butylsulfinyl)amino)hexanoate C(C)(C)(C)C1=CC=C(C=C1)C(C([C@H](CCC(=O)OC)O[Si](C)(C)C(C)(C)C)N[S@@](=O)C(C)(C)C)[S@@](=O)C(C)(C)C